1,4-di(bromoethoxy)benzene BrCCOC1=CC=C(C=C1)OCCBr